(R)-3,3'-bis(3,5-bis(trifluoromethyl)phenyl)-5,5',6,6',7,7',8,8'-octahydro-[1,1'-binaphthalene] FC(C=1C=C(C=C(C1)C(F)(F)F)C=1C=C(C=2CCCCC2C1)C1=CC(=CC=2CCCCC12)C1=CC(=CC(=C1)C(F)(F)F)C(F)(F)F)(F)F